C(C)(=O)N1CC[C@H](C(C1)F)N1N=CC(=C1C(=O)NC1=NC=C(C=C1C)C#CC1=CC=CC=C1)Cl 1-((3R,4R)-1-acetyl-5-fluoropiperidin-4-yl)-4-chloro-N-(3-methyl-5-(phenylethynyl)pyridin-2-yl)-1H-pyrazole-5-carboxamide